ClC1=C(N=CN1C)S(=O)(=O)Cl 5-chloro-1-methyl-1H-imidazole-4-sulfonyl chloride